ClC=1C(N(N=CC1NC[C@@H]1COC[C@@H]2C[C@H]12)C1CCC(CC1)N(C=1C=NC(=CC1)OC(F)(F)F)C[C@H]1OCCOC1)=O 4-chloro-2-[4-[[(2R)-1,4-dioxan-2-yl]methyl-[6-(trifluoromethoxy)-3-pyridyl]amino]cyclohexyl]-5-[[(1R,5R,6S)-3-oxabicyclo[4.1.0]heptan-5-yl]methylamino]pyridazin-3-one